tert-butyl 4-(3-fluoro-5-hydroxypyridin-2-yl)-1-methyl-1H-pyrazole-5-carboxylate FC=1C(=NC=C(C1)O)C=1C=NN(C1C(=O)OC(C)(C)C)C